ClC=1N=CC(=NC1C)CC=1N(C=2C(=C3CC[C@@H](N(C3=CC2)C(=O)OC)C)N1)C1CCCCC1 (1R,3R)-3-((S)-2-((5-Chloro-6-methylpyrazin-2-yl)methyl)-6-(methoxycarbonyl)-7-methyl-6,7,8,9-tetrahydro-3H-imidazo[4,5-f]chinolin-3-yl)cyclohexan